N(=[N+]=[N-])C=1N=C(C2=C(N1)SC(=C2)C)NCCCC2=CC=C(C=C2)OC(F)(F)F 2-azido-6-methyl-N-(3-(4-(trifluoromethoxy)phenyl)propyl)thieno[2,3-d]pyrimidin-4-amine